N-ethyl-N-(2,2,2-trifluoro-1-(4-fluorophenyl)ethyl)tetrazolo[1,5-a]pyridine-7-sulfonamide C(C)N(S(=O)(=O)C1=CC=2N(C=C1)N=NN2)C(C(F)(F)F)C2=CC=C(C=C2)F